(1-bromoethyl)-3,6-dimethyl-2-(2-methylindazol-5-yl)chromen-4-one 4-chlorobenzyl-((2S)-2-(((tetrahydro-2H-pyran-2-yl)oxy)carbamoyl)chroman-8-yl)carbamate ClC1=CC=C(CN(C(O)=O)C=2C=CC=C3CC[C@H](OC23)C(NOC2OCCCC2)=O)C=C1.BrC(C)C1=C2C(C(=C(OC2=CC=C1C)C1=CC2=CN(N=C2C=C1)C)C)=O